OC=1C(=NC(=C(C=O)C1)OC)OC 5-hydroxy-2,6-dimethoxynicotinaldehyde